[N+](=O)([O-])C1=CC=CC2=C1C1=C(CC=N2)C2=CC=CC=C2N1 Nitro-7,12-dihydroindolo-[3,2-d][1]benzazepin